C1(=CC=CC=C1)C=1C(=CC=CC1)C1=C(C(=CC=C1)C=1C(=CC=CC1)C1=CC=CC=C1)NC=1C(=CC=CC1)N N1-([1,1':2',1'':3'',1''':2''',1''''-quinquephenyl]-2''-yl)benzene-1,2-diamine